3,5-bis(acrylamido)piperazine C(C=C)(=O)NC1CNCC(N1)NC(C=C)=O